FC=1C(=NC=C(C1)N1C(C=CC=C1)=O)N[C@@H]1C[C@H](CC1)NC(OC(C)(C)C)=O tert-butyl N-[(1S,3S)-3-[[3-fluoro-5-(2-oxo-1-pyridinyl)-2-pyridinyl]amino]cyclopentyl]carbamate